C(C)OC(=O)C=1C(=NN2C1N=C(C=C2O)O)N amino-5,7-dihydroxypyrazolo[1,5-a]pyrimidine-3-carboxylic acid ethyl ester